[Cl-].C(CCCCCC)[N+]1=C(C=CC=C1)CC 1-Heptyl-2-ethylpyridinium chlorid